tert-Butyl 4-((5-bromo-4-chloro-2-methoxybenzyl)(2,4-dimethoxybenzyl)carbamoyl)piperidine-1-carboxylate BrC=1C(=CC(=C(CN(C(=O)C2CCN(CC2)C(=O)OC(C)(C)C)CC2=C(C=C(C=C2)OC)OC)C1)OC)Cl